FC=1C(=CC(=C(C1)NC[C@@H]1OCCN(C1)C(C)=O)[N+](=O)[O-])C (S)-1-(2-(((5-fluoro-4-methyl-2-nitrophenyl)amino)methyl)morpholino)ethan-1-one